N1C(=NCC1)C1=CC2=C(C(N(C=C2C2=CC(N(C=C2OC2=C(C=CC=C2C)C)C)=O)C)=O)N1S(=O)(=O)C1=CC=C(C)C=C1 2-(4,5-dihydro-1H-imidazol-2-yl)-4-(5-(2,6-dimethylphenoxy)-1-methyl-2-oxo-1,2-dihydropyridin-4-yl)-6-methyl-1-tosyl-1,6-dihydro-7H-pyrrolo[2,3-c]pyridin-7-one